(3R,4S)-3-cyclopropyl-4-methyl-2-oxo-1-[6-[5-(trifluoromethyl)pyridin-3-yl]pyrazolo[1,5-a]pyrazin-4-yl]pyrrolidine-3-carbonitrile C1(CC1)[C@]1(C(N(C[C@H]1C)C=1C=2N(C=C(N1)C=1C=NC=C(C1)C(F)(F)F)N=CC2)=O)C#N